ClC1=C(C=CC(=C1)F)CC(=O)NC1=CN=NC(=C1)Cl 2-(2-chloro-4-fluorophenyl)-N-(6-chloropyridazin-4-yl)acetamide